ClC1=NC=C(C(=C1)NCC1(COC1)CO)I (3-(((2-Chloro-5-iodopyridin-4-yl)amino)methyl)oxetan-3-yl)methanol